5-(2-(9H-carbazole-9-yl)ethyl)-1,3,4-oxadiazole C1=CC=CC=2C3=CC=CC=C3N(C12)CCC1=NN=CO1